N1=CC=C(C=C1)C1=C(C=O)C=C(C(=C1)C=O)C1=CC=NC=C1 2,5-di(4-pyridyl)terephthalaldehyde